4-(N-(3-chloro-4-methoxyphenyl)-4-fluorobut-2-ynamido)-N-(2,4-dimethoxybenzyl)tetrahydro-2H-pyran-4-carboxamide ClC=1C=C(C=CC1OC)N(C(C#CCF)=O)C1(CCOCC1)C(=O)NCC1=C(C=C(C=C1)OC)OC